CN1C(C2=C(C(=C1)C1=C(OC=3C=C(C=CC3)CCCN3CCN(CC3)C(=O)OC(C)(C)C)C=CC=C1)C=CN2)=O tert-butyl 4-[3-[3-[2-(6-methyl-7-oxo-1H-pyrrolo[2,3-c]pyridin-4-yl)phenoxy]phenyl]propyl]piperazine-1-carboxylate